1,1'-(3,3'-dimethyl-[1,1'-biphenyl]-4,4'-diyl)diurea CC=1C=C(C=CC1NC(=O)N)C1=CC(=C(C=C1)NC(=O)N)C